ClC1=C(N(C=N1)CC)CSC(N)=N [(5-chloro-3-ethylimidazol-4-yl)methyl]sulfanylmethanimidamide